[Ni]=O.[Au] Gold-Nickel Oxide